C(C=1C(C(=O)O)=CC=CC1)(=O)O.CC(CO)CO 2-methyl-1,3-propylene glycol phthalate